COC1=CC=C2CC(COC2=C1S(=O)O)C 7-methoxy-3-methylchromane-8-sulfinic acid